Cl.CN(C=1SC=2N=C(SC2N1)C1=NC=C(C=N1)C=1C=NNC1)[C@@H]1CNCCC1 N-methyl-N-[(3S)-piperidin-3-yl]-5-[5-(1H-pyrazol-4-yl)pyrimidin-2-yl][1,3]thiazolo[5,4-d][1,3]thiazol-2-amine hydrochloride